tert-butyl (1R,5S,6r)-6-(hydroxymethyl)-3-azabicyclo-[3.1.0]hexane-3-carboxylate OCC1[C@H]2CN(C[C@@H]12)C(=O)OC(C)(C)C